OC1=CC=2N(C=C1)N=C(C2)C(=O)NC2(CCS(CC2)(=O)=O)C 5-hydroxy-N-(4-methyl-1,1-dioxidotetrahydro-2H-thiopyran-4-yl)pyrazolo[1,5-a]pyridine-2-carboxamide